4-Methoxyphenyl 4-O-acetyl-3,6-di-O-benzyl-2-deoxy-2-(1,3-dioxo-1,3-dihydro-2H-isoindol-2-yl)-β-D-glucopyranoside C(C)(=O)O[C@H]1[C@@H]([C@H]([C@H](OC2=CC=C(C=C2)OC)O[C@@H]1COCC1=CC=CC=C1)N1C(C2=CC=CC=C2C1=O)=O)OCC1=CC=CC=C1